2,2-bis(4-hydroxyl-3-tertiary butylphenyl)propane OC1=C(C=C(C=C1)C(C)(C)C1=CC(=C(C=C1)O)C(C)(C)C)C(C)(C)C